O[C@H]1[C@H](CC12CCN(CC2)S(=O)(=O)N)[C@H]2N1C(C3=CC=CC=C23)=CN=C1 (1S,2R)-1-hydroxy-2-[(5R)-5H-imidazo[4,3-a]isoindol-5-yl]-7-azaspiro[3.5]nonane-7-sulfonamide